ClC1=CC(=C(C=C1)C1C(CNC1)C(=O)O)F 4-(4-chloro-2-fluorophenyl)pyrrolidine-3-carboxylic acid